tert-butyl 4-(4-(3'-chloro-5-fluoro-2-methoxy-4'-(2-oxooxazolidin-3-yl)-[1,1'-biphenyl]-3-yl)pyridin-2-yl)piperazine-1-carboxylate ClC=1C=C(C=CC1N1C(OCC1)=O)C1=C(C(=CC(=C1)F)C1=CC(=NC=C1)N1CCN(CC1)C(=O)OC(C)(C)C)OC